methyl ((1,1-difluoroethyl)((6-hydroxy-5'-methyl-4-pentyl-2'-(prop-1-en-2-yl)-1',2',3,4'-tetrahydro-[1,1'-biphenyl]-2-yl)oxy)phosphoryl)-L-alaninate FC(C)(F)P(=O)(OC1C(=C(C=C(C1)CCCCC)O)C1C(CCC(=C1)C)C(=C)C)N[C@@H](C)C(=O)OC